BrC=1C=C2C(=NN(C2=CC1)C(C1=CC=CC=C1)(C1=CC=CC=C1)C1=CC=CC=C1)NC(=O)C1CCNCC1 N-(5-bromo-1-trityl-1H-indazol-3-yl)piperidine-4-carboxamide